N-((R)-(3-fluoro-4-(trifluoromethyl)phenyl)(3-oxetanyl)methyl)-1-(3-(methylsulfonyl)benzoyl)-D-prolinamide FC=1C=C(C=CC1C(F)(F)F)[C@H](NC([C@@H]1N(CCC1)C(C1=CC(=CC=C1)S(=O)(=O)C)=O)=O)C1COC1